COCCCC methyl-butyl ether